NC1=NN2C(C=C(C=C2)C=2C=C(C(=NC2)C)C(=O)NCC2=C(C=CC=C2)OC2CC(CC2)C)=N1 5-{2-amino-[1,2,4]triazolo[1,5-a]pyridin-7-yl}-2-methyl-N-({2-[(3-methylcyclopentyl)oxy]phenyl}methyl)pyridine-3-carboxamide